C1CN2C3=C(C=CC=C13)CCCC2=O 2,3,6,7-tetrahydroazepino[3,2,1-hi]indol-4(1H)-one